tert-butyl 2-(3-amino-2-morpholinophenyl)pyrrolidine-1-carboxylate NC=1C(=C(C=CC1)C1N(CCC1)C(=O)OC(C)(C)C)N1CCOCC1